C(C1=CC=CC=C1)N1N=C(C=C1)C(=O)N[C@H]1CCC2=C(N(C1=O)C)C=C(C=C2)C#CC(C)(C)C (S)-1-Benzyl-N-(8-(3,3-dimethylbut-1-yn-1-yl)-1-methyl-2-oxo-2,3,4,5-tetrahydro-1H-benzo[b]azepin-3-yl)-1H-pyrazole-3-carboxamide